ClC1=C(C=NC(=C1)OC)C(=O)O 4-chloro-6-methoxypyridine-3-carboxylic acid